1,1-bis(5-tert-butyl-4-hydroxy-2-methylphenyl)butaneN C(C)(C)(C)C=1C(=CC(=C(C1)C(=CCC)C1=C(C=C(C(=C1)C(C)(C)C)O)C)C)O